C(CC=C)N(C(OC(C)(C)C)=O)[C@H](CO[Si](C1=CC=CC=C1)(C1=CC=CC=C1)C(C)(C)C)CC(C=C)=O tert-Butyl (S)-but-3-en-1-yl(1-((tert-butyldiphenylsilyl)oxy)-4-oxohex-5-en-2-yl)carbamate